(S)-1-(2-chloro-5-fluorophenyl)-8-(indoline-1-carboxamido)-N-methyl-3-oxo-1,2,3,4-tetrahydropyrrolo[1,2-a]pyrazine-6-carboxamide ClC1=C(C=C(C=C1)F)[C@H]1C=2N(CC(N1)=O)C(=CC2NC(=O)N2CCC1=CC=CC=C21)C(=O)NC